CC=1C=C(OC2=C(C(=O)OC)C=C(C=C2)Cl)C=CC1 methyl 2-(3-methylphenoxy)-5-chlorobenzoate